FC1=C(C=O)C=CC(=N1)C(F)(F)F 2-fluoro-6-(trifluoromethyl)nicotinaldehyde